CC(C)(COP(=O)(O)OP(=O)(O)OC[C@@H]1[C@H]([C@H]([C@@H](O1)N2C=NC3=C(N=CN=C32)N)O)OP(=O)(O)O)[C@H](C(=O)NCCC(=O)NCCSC(=O)CC(CCC(=O)O)O)O The molecule is an acyl-CoA that results from formal condensation of the thiol group of coenzyme A with the 1-carboxy group of 3-hydroxyadipic acid. It is a conjugate acid of a 3-hydroxyadipyl-CoA(5-).